benzyl 2-[(3-methylimidazo[1,2-a]pyridin-7-yl)amino]-2-oxo-acetate CC1=CN=C2N1C=CC(=C2)NC(C(=O)OCC2=CC=CC=C2)=O